9-chloro-5-hydroxy-4-methyl-1-(2-methylpyridin-3-yl)-4,5,6,7-tetrahydro-[1,4]diazepino[5,6,7-de]quinazolin-2(1H)-one ClC=1C=C2C=3C(=NC(N(C3C1)C=1C(=NC=CC1)C)=O)N(C(CN2)O)C